O1CC(=C(C=C1)C(C(=O)O)(C)C)C(C(=O)O)(C)C.O1CCCC1 tetrahydrofuran Pyran-3,4-diylbis(2-methylpropionate)